FC1(CCC(CC1)C1=NC(=CC(=N1)C1=NN=C(O1)C1=C(C=C(C=C1)NS(=O)(=O)CCO)N1CCC2(CC2)CC1)C)F N-(4-(5-(2-(4,4-Difluorocyclohexyl)-6-methylpyrimidin-4-yl)-1,3,4-oxadiazol-2-yl)-3-(6-azaspiro[2.5]octan-6-yl)phenyl)-2-hydroxyethane-1-sulfonamide